N-(piperidin-4-yl)-7H-pyrrolo[2,3-d]pyrimidin-4-amine N1CCC(CC1)NC=1C2=C(N=CN1)NC=C2